2,5-bis(n-nonyl-dithio)-1,3,4-thiadiazole C(CCCCCCCC)SSC=1SC(=NN1)SSCCCCCCCCC